1-allyl-3-vinyl-imidazole chlorine salt [Cl].C(C=C)N1CN(C=C1)C=C